N-((5-chloro-6-(thiazol-4-ylmethoxy)-1H-indol-2-yl)methyl)-2-(dimethylamino)acetamide ClC=1C=C2C=C(NC2=CC1OCC=1N=CSC1)CNC(CN(C)C)=O